2-(2-methoxy-4-(1H-pyrazol-1-yl)phenyl)-5-(1,2,3,6-tetrahydropyridin-4-yl)-1,3,4-thiadiazole COC1=C(C=CC(=C1)N1N=CC=C1)C=1SC(=NN1)C=1CCNCC1